tris(p-t-butylphenyl)silane C(C)(C)(C)C1=CC=C(C=C1)[SiH](C1=CC=C(C=C1)C(C)(C)C)C1=CC=C(C=C1)C(C)(C)C